C(C)(C)(C)OC(=O)N1C(CNCC1)CCN(CCC)C1CC2=CC=CC(=C2CC1)OC 2-(((5-methoxy-1,2,3,4-tetrahydronaphthalen-2-yl)(propyl)amino)ethyl)piperazine-1-carboxylic acid tert-butyl ester